(9R,13S)-13-[4-(3-chlorophenyl)-6-oxo-1,6-dihydropyrimidin-1-yl]-3,9-dimethyl-3,4,7,15-tetraazatricyclo[12.3.1.02,6]Octadec-1(18),2(6),4,14,16-pentaen-8-one ClC=1C=C(C=CC1)C=1N=CN(C(C1)=O)[C@H]1CCC[C@H](C(NC=2C=NN(C2C=2C=CN=C1C2)C)=O)C